(4-bromo-3-{[(dimethylamino)methylidene]Sulfamoyl}phenyl)-2-(2-chlorophenyl)acetylAmine BrC1=C(C=C(C=C1)NC(CC1=C(C=CC=C1)Cl)=O)S(N=CN(C)C)(=O)=O